1-(4-(5-((4-amino-2-(pentan-2-yloxy)imidazo[2,1-f][1,2,4]triazin-7-yl)methyl)-3-methylpyridin-2-yl)piperazin-1-yl)-2-(methylamino)ethan-1-one NC1=NC(=NN2C1=NC=C2CC=2C=C(C(=NC2)N2CCN(CC2)C(CNC)=O)C)OC(C)CCC